N-[(2-aminoquinolin-7-yl)methyl]-N-(1-{[2-(trimethylsilyl)ethoxy]methyl}-1H-indazol-7-yl)pyridine-3-carboxamide NC1=NC2=CC(=CC=C2C=C1)CN(C(=O)C=1C=NC=CC1)C=1C=CC=C2C=NN(C12)COCC[Si](C)(C)C